1-Pentyl-2-propylpyrrolium cyanid [C-]#N.C(CCCC)[NH+]1C(=CC=C1)CCC